C([C@H]([C@H]([C@@H]([C@@H](COP(=O)([O-])[O-])O)O)O)O)C(=O)C(=O)[O-] The molecule is a carbohydrate acid anion that is a trianion arising from deprotonation of the carboxy and phospho groups of 8-phospho-3-deoxy-D-manno-oct-2-ulosonic acid; major species at pH 7.3. It is an organophosphate oxoanion, a carbohydrate acid derivative anion and a monocarboxylic acid anion. It is a conjugate base of an 8-phospho-3-deoxy-D-manno-oct-2-ulosonic acid.